N-Boc-4,7,10-trioxa-1,13-tridecanediamine C(=O)(OC(C)(C)C)NCCCOCCOCCOCCCN